ClC=1C=C(NC2(CCC3(C(CC4=CC=CC=C34)C[C@@H](CC)COC3=CC=NC=C3)CC2)C(=O)O)C=CC1 4-(3-Chloroanilino)-2'-[(2R)-2-{[(pyridin-4-yl)oxy]methyl}butyl]-2',3'-dihydrospiro[cyclohexane-1,1'-indene]-4-carboxylic acid